C(#N)CC1(CC1)C#N 1-(cyanomethyl)cyclopropane-1-carbonitrile